4-methoxyphenyl[1,2,4]triazolo[1,5-c]quinazolin COC1=CC=C(C=C1)C1=NN2C=NC=3C=CC=CC3C2=N1